NC=1C=2N(C=CN1)C(=NC2C2=CC=C(C(=O)NC=1N=NC=CC1)C=C2)[C@H]2N(CCCC2)C(\C=C\COC)=O (S,E)-4-(8-amino-3-(1-(4-methoxybut-2-enoyl)piperidin-2-yl)imidazo[1,5-a]pyrazin-1-yl)-N-(pyridazin-3-yl)benzamide